FC(CC1CN(C1)C(=O)N1C[C@@H]2[C@@H](OCC(N2)=O)CC1)(C1=CC=C(C=C1)C(F)(F)F)F (4aR,8aS)-6-[3-[2,2-Difluoro-2-[4-(trifluoromethyl)phenyl]ethyl]azetidine-1-carbonyl]-4,4a,5,7,8,8a-hexahydropyrido[4,3-b][1,4]oxazin-3-one